1,3-dihydroxyl-2-amino-4-eicosene OCC(C(C=CCCCCCCCCCCCCCCC)O)N